CS(=O)(=O)O.ClC1=C(C(=O)NC2=NC=C(C=C2)C(=O)N2CCC(C(C3=C2C=CC(=C3)Cl)(CO)O)(F)F)C=C(C=C1)F 2-chloro-N-{5-[7-chloro-4,4-difluoro-5-hydroxy-5-(hydroxymethyl)-2,3,4,5-tetrahydro-1H-1-benzazepin-1-carbonyl]pyridin-2-yl}-5-fluorobenzamide methanesulfonate